3-hydroxy-3-methylcyclobutane OC1(CCC1)C